4-[(4,4-difluorocyclohexyl)methyl]-3-[(3,3-difluorocyclopentyl)methyl]-4,5-dihydro-1,2,4-oxadiazol-5-one FC1(CCC(CC1)CN1C(=NOC1=O)CC1CC(CC1)(F)F)F